2-((3-chloro-4-fluorophenyl)((3-chlorobenzyl)oxy)methyl)-5-methyl-4-(methylsulfonyl)-1H-imidazole ClC=1C=C(C=CC1F)C(C=1NC(=C(N1)S(=O)(=O)C)C)OCC1=CC(=CC=C1)Cl